ClC1=CC(=C(COC2=CC=CC(=N2)C2=CC(=C(CC3=NC4=C(N3CC3OCC3)C=C(C=C4)C(=O)O)C=C2F)F)C=C1)F 2-(4-(6-((4-chloro-2-fluorobenzyl)oxy)pyridin-2-yl)-2,5-difluorobenzyl)-1-(oxetan-2-ylmethyl)-1H-benzo[d]imidazole-6-carboxylic acid